C(CCCCCCCCCCCCC)NCCC(=O)O N-myristyl-β-alanine